C(C)(C)C1=C(NC2=CC=C(C=C12)C1CCNCC1)C1=CC(=NC=C1)N(C)C 4-(3-isopropyl-5-(piperidin-4-yl)-1H-indol-2-yl)-N,N-dimethylpyridin-2-amine